C1=CC=C(C=C1)[C@@H]2[C@H](C(=O)C3=C(C=C(C=C3O2)O)O)O The molecule is a trihydroxyflavanone in which the three hydroxy substituents are located at positions 3, 5 and 7. It has a role as an antimutagen, an antioxidant and a metabolite. It is a trihydroxyflavanone and a secondary alpha-hydroxy ketone.